C1=C(C=CC2=CC=CC=C12)C1=CC=C(C=C1)NC=1C2=CC=CC=C2C=2C=CC=CC2C1 4-(naphthalen-2-yl)phenyl-phenanthren-9-yl-amine